4-[[5-(3,4-difluorophenyl)-6-tetrahydropyran-4-yl-1H-pyrazolo[4,3-g]isoquinolin-8-yl]oxy]-3-fluoro-2-hydroxy-benzoic acid methyl ester COC(C1=C(C(=C(C=C1)OC1=NC(=C(C2=CC3=C(C=C12)NN=C3)C3=CC(=C(C=C3)F)F)C3CCOCC3)F)O)=O